4-{[(3R)-3-aminopiperidin-1-yl]methyl}-N-{4-[4-(morpholin-4-yl)-7-{[2-(trimethylsilyl)ethoxy]methyl}-7H-pyrrolo[2,3-d]pyrimidin-6-yl]phenyl}pyridine-2-carboxamide N[C@H]1CN(CCC1)CC1=CC(=NC=C1)C(=O)NC1=CC=C(C=C1)C1=CC2=C(N=CN=C2N2CCOCC2)N1COCC[Si](C)(C)C